NC=1C=C(N(C1C)C[C@@H]1CNCCO1)C1=C2C(=NC=C1)C=C(S2)CN2C(C1C(C1C2=O)(C)C)=O 3-((7-(4-amino-5-methyl-1-(((S)-morpholin-2-yl)methyl)-1H-pyrrol-2-yl)thieno[3,2-b]pyridin-2-yl)methyl)-6,6-dimethyl-3-azabicyclo[3.1.0]hexane-2,4-dione